BrC1=C2C(=NC=C1)NC=C2NC(=O)NC2=CC=C(C=C2)C(F)(F)F 1-(4-bromo-1H-pyrrolo[2,3-b]pyridin-3-yl)-3-(4-(trifluoromethyl)phenyl)urea